24-(oxetan-3-ylidene)tetracosanoic acid O1CC(C1)=CCCCCCCCCCCCCCCCCCCCCCCC(=O)O